2,5-dihydro-2,5-dioxo-1H-pyrrole-1-propanoic acid-2,5-dioxo-pyrrolidinyl ester O=C1N(C(CC1)=O)OC(CCN1C(C=CC1=O)=O)=O